2-amino-4-(4-(3-fluoropropyl)phenyl)-6-((pyridin-3-ylmethyl)thio)pyridine-3,5-di-carbonitrile NC1=NC(=C(C(=C1C#N)C1=CC=C(C=C1)CCCF)C#N)SCC=1C=NC=CC1